4-((2,6-difluoro-4-(pyridazin-3-yl)benzyl)oxy)phenyl sulfurofluoridate S(OC1=CC=C(C=C1)OCC1=C(C=C(C=C1F)C=1N=NC=CC1)F)(=O)(=O)F